C(C1=CC=CC=C1)NNC(=O)C=1C=C(C=CC1Cl)NC(=O)[C@@H]1C([C@H]1C1=CC(=CC(=C1)Cl)Cl)(Cl)Cl Trans-N-(3-(2-benzyl-hydrazine-1-carbonyl)-4-chlorophenyl)-2,2-dichloro-3-(3,5-dichlorophenyl)cyclopropane-1-carboxamide